(E)-1-heptyl-2,5-dimethoxy-4-(2-nitroprop-1-en-1-yl)benzene C(CCCCCC)C1=C(C=C(C(=C1)OC)\C=C(/C)\[N+](=O)[O-])OC